C(#N)C1(C(CNC1C1=CC=C(C=C1)Cl)C1=CC=CC=C1)C#N 4,4-dicyano-3-phenyl-5-(4-chlorophenyl)-pyrrolidine